(2S)-2-[(4-methoxy-3-propionyloxy-pyridine-2-carbonyl)amino]propionic acid [(2S,3S)-3-(2-methylphenyl) butan-2-yl] ester CC1=C(C=CC=C1)[C@@H]([C@H](C)OC([C@H](C)NC(=O)C1=NC=CC(=C1OC(CC)=O)OC)=O)C